(2R,4R)-6-chloro-4-hydroxy-N-(3-{1-[cis-3-(trifluoromethoxy)cyclobutyl]-1H-1,2,3-triazol-4-yl}bicyclo[1.1.1]pent-1-yl)-3,4-dihydro-2H-1-benzopyran-2-carboxamide ClC=1C=CC2=C([C@@H](C[C@@H](O2)C(=O)NC23CC(C2)(C3)C=3N=NN(C3)[C@@H]3C[C@@H](C3)OC(F)(F)F)O)C1